racemic-(Z)-3-((3-butyl-3-ethyl-7-(methylthio)-1,1-dioxido-5-phenyl-2,3,4,5-tetrahydro-1,5-benzothiazepin-8-yl)oxy)acrylic acid C(CCC)C1(CS(C2=C(N(C1)C1=CC=CC=C1)C=C(C(=C2)O\C=C/C(=O)O)SC)(=O)=O)CC